C(C)(=O)C=1N=C(C=C2C1OC(=C(C2=O)C)SCC)C 8-acetyl-2-(ethylsulfanyl)-3,6-dimethyl-4H-pyrano[2,3-c]pyridin-4-one